tert-butyl 4-(5-azaspiro[2.5]octan-5-yl)-3-methylpiperidine-1-carboxylate C1CC12CN(CCC2)C2C(CN(CC2)C(=O)OC(C)(C)C)C